(4S,11bR)-4-(2-((R)-(2,6-Dimethoxyphenyl)(methyl)silyl)phenyl)-4,5-dihydro-3H-dinaphtho[2,1-c:1',2'-e]phosphepine COC1=C(C(=CC=C1)OC)[Si@H](C1=C(C=CC=C1)P1CC2=C(C3=C(C1)C=CC1=CC=CC=C13)C=1C=CC=CC1C=C2)C